Butyl-2-[4-([1,2,4]triazolo[1,5-a]pyridin-7-yl)phenyl]acetamide C(CCC)C(C(=O)N)C1=CC=C(C=C1)C1=CC=2N(C=C1)N=CN2